(E)-1-(6,8-cis-dimethyl-4-((3-methyl-4-((6-methylpyridin-3-yl)oxy)phenyl)amino)-5,8-dihydropyrido[4',3':4,5]thieno[2,3-d]pyrimidin-7(6H)-yl)-4-(dimethylamino)but-2-en-1-one C[C@@H]1CC2=C(SC=3N=CN=C(C32)NC3=CC(=C(C=C3)OC=3C=NC(=CC3)C)C)[C@@H](N1C(\C=C\CN(C)C)=O)C